[C@H](C)(CC)[C@H]1C(NC2=CC=CC=C2N1C(=O)C=1C=NN(C1)C)=O (S)-3-((S)-sec-butyl)-4-(1-methyl-1H-pyrazole-4-carbonyl)-3,4-dihydroquinoxalin-2(1H)-one